FC1(CCC1)CNC1=NN2C(C=N1)=C(C=C2)C=2C=NC=1N(C2)C=CN1 N-((1-Fluorocyclobutyl)methyl)-5-(imidazo[1,2-a]pyrimidin-6-yl)pyrrolo[2,1-f][1,2,4]triazin-2-amine